COC1=CC2=C(N=C(S2)OC2=C(C=C(C=C2)CCC(CC)(O)C(F)(F)F)OC)C=C1 1-{4-[(6-methoxy-1,3-benzothiazol-2-yl)oxy]-3-methoxyphenyl}-3-(trifluoromethyl)pentan-3-ol